7-chloro-6-fluoro-4-oxo-1-(1,2,4-thiadiazol-2-yl)-1,4-dihydro-1,8-naphthyridine-3-carboxylate ClC1=C(C=C2C(C(=CN(C2=N1)N1SC=NC1)C(=O)[O-])=O)F